2-(2-hydroxypropyl)phenol OC(CC1=C(C=CC=C1)O)C